C(C)(C)(C)OC(N(C1=C(C(=C(C=C1)C=1CCN(CC1)C)NCC(F)F)[N+](=O)[O-])C(=O)OC(C)(C)C)=O tert-butyl(tert-butoxycarbonyl)(3-((2,2-difluoroethyl)amino)-4-(1-methyl-1,2,3,6-tetrahydropyridine-4-yl)-2-nitrophenyl)carbamate